N-(2-amino-1,2-diphenylethyl)p-toluenesulfonamide NC(C(C1=CC=CC=C1)NS(=O)(=O)C1=CC=C(C)C=C1)C1=CC=CC=C1